CC1=CC=C(C=C1)C(CCCCC)C1=C(C=C(C=C1)O)O 4-[1-(4-Methylphenyl)hexyl]benzene-1,3-diol